5-(4-chlorophenyl)-N-(3-(1-(2-(4-methyl-2-oxo-1,2-dihydroquinolin-6-yl)acetyl)piperidin-4-yl)-1-(methylamino)-1-oxopropan-2-yl)picolinamide ClC1=CC=C(C=C1)C=1C=CC(=NC1)C(=O)NC(C(=O)NC)CC1CCN(CC1)C(CC=1C=C2C(=CC(NC2=CC1)=O)C)=O